2-(5-bromo-6-methylpyridin-2-yl)malonic acid diethyl ester C(C)OC(C(C(=O)OCC)C1=NC(=C(C=C1)Br)C)=O